ClC1=CC=C(CNC2=NC=CC=C2)C=C1 N-(4-chlorobenzyl)pyridine-2-amine